CC1=C(C=CC=C1N2C(=O)C3=C(C(=CC=C3)F)N(C2=O)C)C4=C(C=C(C5=C4C6=C(N5)C[C@H](CC6)C(C)(C)O)C(=O)N)F 6-Fluoro-5-(R)-(3-(S)-(8-fluoro-1-methyl-2,4-dioxo-1,2-dihydroquinazolin-3(4H)-yl)-2-methylphenyl)-2-(S)-(2-hydroxypropan-2-yl)-2,3,4,9-tetrahydro-1H-carbazole-8-carboxamide